3-{3-[(1,1-dioxidothiomorpholin-4-yl)sulfonyl]phenyl}-3-[4-(7H-pyrrolo[2,3-d]pyrimidin-4-yl)-1H-pyrazol-1-yl]propanenitrile O=S1(CCN(CC1)S(=O)(=O)C=1C=C(C=CC1)C(CC#N)N1N=CC(=C1)C=1C2=C(N=CN1)NC=C2)=O